(R)-(2-(pyridin-2-yl)oxazol-5-yl)(4-(4-(trifluoromethyl)pyrazolo[1,5-a]pyridin-2-yl)-1,4,6,7-tetrahydro-5H-imidazo[4,5-c]pyridin-5-yl)methanone N1=C(C=CC=C1)C=1OC(=CN1)C(=O)N1[C@H](C2=C(CC1)NC=N2)C2=NN1C(C(=CC=C1)C(F)(F)F)=C2